N-(2,2,2-trifluoroethyl)methanesulfonamide FC(CNS(=O)(=O)C)(F)F